COC(C[C@@H](C)C=1C(=NC=NC1Cl)Cl)=O (R)-3-(4,6-dichloropyrimidin-5-yl)butanoic acid methyl ester